Diisobutyl-aluminum phosphate P(=O)([O-])([O-])[O-].C(C(C)C)[Al+3]CC(C)C